tert-butyl (E)-8-[6-[[[(1R,3R)-3-(tert-butoxycarbonylamino)-cyclohexanecarbonyl]amino]methyl]-5-chloro-pyrazin-2-yl]oct-7-enoate C(C)(C)(C)OC(=O)N[C@H]1C[C@@H](CCC1)C(=O)NCC1=C(N=CC(=N1)/C=C/CCCCCC(=O)OC(C)(C)C)Cl